((4,4-dimethylpiperidin-1-yl)methyl)-5-(4-isopropylphenyl)pyridine CC1(CCN(CC1)CC1=NC=C(C=C1)C1=CC=C(C=C1)C(C)C)C